CC1=C2C=C(N(C2=CC=C1CN1CCC2(CN(C2)C2=NC=NC3=CC=C(C=C23)CC(F)(F)F)CC1)CC(C)N1CCN(CC1)S(=O)(=O)C)C#N 4-methyl-1-[2-(4-methylsulfonylpiperazin-1-yl)propyl]-5-[[2-[6-(2,2,2-trifluoroethyl)quinazolin-4-yl]-2,7-diazaspiro[3.5]nonan-7-yl]methyl]indole-2-carbonitrile